FC1=CC(=C(C=C1)C=1C(=CC=C(C1)F)O)C(C)(C)F 4',5-difluoro-2'-(2-fluoropropan-2-yl)-[1,1'-biphenyl]-2-ol